C1(CC1)C1=CC(=NO1)C=1C=C(C(=NC1)C1=NC=2C(=NC=C(C2)C(C(F)(F)F)(F)F)N1C)SCC 5-(5-cyclopropyl-1,2-oxazol-3-yl)-3-(ethylsulfanyl)-2-[3-methyl-6-(1,1,2,2,2-pentafluoroethyl)imidazo[4,5-b]pyridin-2-yl]pyridine